C(=O)O.C(C)OC1=NC=CC=C1C1=NC=2C(N(C[C@@]3([C@@H](CN(CC3)C=3C=NC=C(C3C(F)(F)F)OC)CC)C2C=C1)C1CN(C1)C)=O |r| rac-(3'S,5S)-2-(2-ethoxypyridin-3-yl)-3'-ethyl-1'-[5-methoxy-4-(trifluoromethyl)pyridin-3-yl]-7-(1-methylazetidin-3-yl)spiro[6H-1,7-naphthyridine-5,4'-piperidine]-8-one formate salt